CC[C@H]1C(=O)N(CC(=O)N([C@H](C(=O)N[C@H](C(=O)N([C@H](C(=O)N[C@H](C(=O)N[C@@H](C(=O)N([C@H](C(=O)N([C@H](C(=O)N([C@H](C(=O)N([C@H](C(=O)N1)[C@H]2[C@@H](CC(O2)CC=O)C)C)C(C)C)C)CC(C)C)C)CC(C)C)C)C)C)CC(C)C)C)C(C)C)CC(C)C)C)C The molecule is a cyclosporin A derivative that is cyclosporin A metabolite M18 in which the 2-hydroxyethyl substituent of the dioxolane ring has been oxidised to give the corresponding aldehyde. It has a role as a drug metabolite. It is a cyclosporin A derivative, a member of oxolanes and an aldehyde. It derives from a cyclosporin A metabolite M18.